COC([C@H](CCCCCCCC1=NC=2NCCCC2C=C1)NCC=1C=C2C=CC=NC2=CC1)=O.C1(=CC=CC=C1)C1=C(C(=C(C=C1)C1=C(C=CC=2OC3=C(C21)C=CC=C3)C3=C(C(=CC=2C1=CC=CC=C1CC32)C)C)C3=NN=NC=C3)C3=CC=CC=C3 diphenyltriazinyl-[(dimethylfluorenyl)dibenzofuranyl]benzene methyl-(S)-2-((quinolin-6-ylmethyl)amino)-9-(5,6,7,8-tetrahydro-1,8-naphthyridin-2-yl)nonanoate